(2s,4r)-(1-((5-methoxy-7-methyl-1H-indol-4-yl)methyl)-4-(2-oxopyrrolidin-1-yl)piperidin-2-yl)benzoic acid COC=1C(=C2C=CNC2=C(C1)C)CN1[C@@H](C[C@@H](CC1)N1C(CCC1)=O)C1=C(C(=O)O)C=CC=C1